CN1N=CC(=C1)C1=CC(=C2C=NC=NC2=C1)C=1C=CC(=NC1)N1CC2N(C(C1)C2)CCC2CCNCC2 2-(3-(5-(7-(1-methyl-1H-pyrazol-4-yl)quinazoline-5-yl)pyridine-2-yl)-3,6-diazabicyclo[3.1.1]heptane-6-yl)-1-(piperidine-4-yl)ethane